CC1=C(C=2N(C=C1C1=C(C3=NC(=CC=C3N1)C1CCC(CC1)=O)C(C)C)N=CN2)C 4-(2-(7,8-dimethyl-[1,2,4]triazolo[1,5-a]pyridin-6-yl)-3-isopropyl-1H-pyrrolo[3,2-b]pyridin-5-yl)cyclohexan-1-one